FC(C(=O)O)(F)F.OC(=O)C(F)(F)F.N[C@H](C(=O)NCCOCCOC[C@@H](COCC1=CC=CC=C1)O)CCCCN (2S)-2,6-diamino-N-[2-[2-[(2R)-3-benzyloxy-2-hydroxy-propoxy]ethoxy]ethyl]hexanamide TFA salt (trifluoroacetate)